C(C1=CC=CC=C1)OCCCN1[C@@H](CN(C[C@@H]1C)C1=CC=C(C(=O)NC2=NNC(=C2)CCC2=CC(=CC(=C2)OC)OC)C=C1)C 4-[(3R,5S)-4-[3-(benzyloxy)propyl]-3,5-dimethylpiperazin-1-yl]-N-{5-[2-(3,5-dimethoxyphenyl)ethyl]-1H-pyrazol-3-yl}benzamide